C(C)(C)(C)OC(=O)N1CCC2(C(C=CC2)=O)CC1 4-oxo-8-azaspiro[4.5]dec-2-ene-8-carboxylic acid tert-butyl ester